FC1=C(C=CC=C1)C1=CN=C2C(=N1)NC=N2 6-(2-fluorophenyl)-1H-imidazo[4,5-b]pyrazine